BrC=1C2=CC(=CC3=C(C(=C4C=C(C=C(C1Br)C4=C32)C(C)(C)C)Br)Br)C(C)(C)C 4,5,9,10-tetrabromo-2,7-di-tert-butylpyrene